(E)-4-(2-(4-methylbenzylidene)hydrazino)-2-(prop-2-yn-1-ylthio)-6-(trifluoromethyl)pyrimidine 9H-fluoren-9-ylmethyl-3-(3-bromo-5-chloro-phenyl)piperazine-1-carboxylate C1=CC=CC=2C3=CC=CC=C3C(C12)COC(=O)N1CC(NCC1)C1=CC(=CC(=C1)Cl)Br.CC1=CC=C(\C=N\NC2=NC(=NC(=C2)C(F)(F)F)SCC#C)C=C1